ClC1=CC=C(C=C1)CNS(=O)(=O)C1=CC=C(C=C1)CNC([O-])=O [[4-[(4-chlorophenyl)methylsulfamoyl]phenyl]methyl]carbamate